FC1=C(C=C(C=C1)OC(F)(F)F)C(C)N 1-(2-fluoro-5-(trifluoromethoxy)phenyl)ethylamine